tert-butyl (S)-3-(((5-chloro-2-ethoxybenzyl)amino)methyl)pyrrolidine-1-carboxylate ClC=1C=CC(=C(CNC[C@H]2CN(CC2)C(=O)OC(C)(C)C)C1)OCC